2-(4-bromophenoxy)ethyl 2-[1-[(4-methylphenyl)methyl]-5-oxopyrrolidin-2-yl]acetate CC1=CC=C(C=C1)CN1C(CCC1=O)CC(=O)OCCOC1=CC=C(C=C1)Br